((6-(difluoromethoxy)-2-(3'-(5-((3-fluoropyrrolidin-1-yl)methyl)-7-(trifluoromethyl)benzo[d]oxazol-2-yl)-2,2'-dimethyl-[1,1'-biphenyl]-3-yl)benzo[d]oxazol-5-yl)methyl)-L-proline FC(OC1=CC2=C(N=C(O2)C=2C(=C(C=CC2)C2=C(C(=CC=C2)C=2OC3=C(N2)C=C(C=C3C(F)(F)F)CN3CC(CC3)F)C)C)C=C1CN1[C@@H](CCC1)C(=O)O)F